9-([1,1'-biphenyl]-4-yl)-3-bromo-6-phenyl-9H-carbazole C1(=CC=C(C=C1)N1C2=CC=C(C=C2C=2C=C(C=CC12)Br)C1=CC=CC=C1)C1=CC=CC=C1